BrC1=CC=C(C=C1)C12C(C3=C(C=NC=C3OC)O1)(C(C(C2C2=CC=CC=C2)CO)CN(C)C)O 7a-(4-bromophenyl)-5-((dimethylamino)methyl)-6-(hydroxymethyl)-4-methoxy-7-phenyl-5,6,7,7a-tetrahydro-4bH-cyclopenta[4,5]furo[2,3-c]pyridin-4b-ol